5,7-difluoro-1-(4-fluorophenyl)-4-hydroxy-2-tetrahydropyran-4-yl-indol FC=1C(=C2C=C(N(C2=C(C1)F)C1=CC=C(C=C1)F)C1CCOCC1)O